2,3-dibromopropionaldehyde BrC(C=O)CBr